5-methyl-2'-deoxycytidine-5'-monophosphorothioate P(O)(O)(=S)OC[C@@H]1[C@H](C[C@@H](O1)N1C(=O)N=C(N)C(=C1)C)O